C(C1=CC=CC=C1)(=O)ON=C(CCC1CCCC1)C=1C=CC=2N(C3=CC=C(C=C3C2C1)C(C1=C(C=CC=C1)C)=O)CC N-benzoyloxy-1-[9-ethyl-6-(2-methylbenzoyl)-9H-carbazol-3-yl]-3-cyclopentylpropane-1-imine